isopropyl D-alaninate N[C@H](C)C(=O)OC(C)C